N[C@@H](C)C=1C(NC2=CC(=C(C=C2C1)Cl)F)=O (S)-3-(1-aminoethyl)-6-chloro-7-fluoroquinolin-2(1H)-one